2,3-diketopentanoic acid O=C(C(=O)O)C(CC)=O